C1(CC1)C1=NN(C=C1C1=CC2=C(C=N1)C=NN2C2CCN(CC2)C)[C@@H]2C[C@H](C2)CNC=2C=C1C(N(C(C1=CC2)=O)C2C(NC(CC2)=O)=O)=O 5-(((trans-3-(3-cyclopropyl-4-(1-(1-methylpiperidin-4-yl)-1H-pyrazolo[4,3-c]pyridin-6-yl)-1H-pyrazol-1-yl)cyclobutyl)methyl)amino)-2-(2,6-dioxopiperidin-3-yl)isoindoline-1,3-dione